[N+](=O)([O-])C1=CNC(C=2C=CC=C(C12)C(=O)OC)=O methyl 4-nitro-1-oxo-2H-isoquinoline-5-carboxylate